C(C)(C)(C)OC=1C2=C(N=C(N1)SC)SC1=C2C=CN=C1C1=C2C=NNC2=CC(=C1C(F)(F)F)C(F)F 4-(tert-butoxy)-8-(6-(difluoromethyl)-5-(trifluoromethyl)-1H-indazol-4-yl)-2-(methylthio)pyrido[4',3':4,5]thieno[2,3-d]pyrimidine